((1s,3s)-3-hydroxy-3-methylcyclobutyl)(6-(3-methyl-2-(trifluoromethyl)phenoxy)-2-azaspiro[3.3]hept-2-yl)methanone OC1(CC(C1)C(=O)N1CC2(C1)CC(C2)OC2=C(C(=CC=C2)C)C(F)(F)F)C